methyl (1S,3S)-3-((6-(5-chloro-3-(((methyl(pentyl)carbamoyl)oxy)methyl)thiophen-2-yl)-2-methylpyridin-3-yl)oxy)cyclohexane-1-carboxylate ClC1=CC(=C(S1)C1=CC=C(C(=N1)C)O[C@@H]1C[C@H](CCC1)C(=O)OC)COC(N(CCCCC)C)=O